C(C1=CC=CC=C1)OC=1C=C2CC[C@@H]([C@@H](C2=CC1)C1=CC=CC=C1)C1=CC=CC=C1 4-((1R,2S)-6-(benzyloxy)-2-phenyl-1,2,3,4-tetrahydronaphthalen-1-yl)benzene